2-(4-Fluorophenyl)morpholin-5,5-d2 FC1=CC=C(C=C1)C1CNC(CO1)([2H])[2H]